2,4,6-triethylbenzenesulfinic acid C(C)C1=C(C(=CC(=C1)CC)CC)S(=O)O